2-methyl-2-hydroxy-3,5-dichloro-7-octene CC(C)(C(CC(CC=C)Cl)Cl)O